tert-butyl (2R,5S)-4-(1-(3-bromo-2-cyanophenyl)-3,3-dimethyl-2-oxoindolin-6-yl)-2,5-dimethylpiperazine-1-carboxylate BrC=1C(=C(C=CC1)N1C(C(C2=CC=C(C=C12)N1C[C@H](N(C[C@@H]1C)C(=O)OC(C)(C)C)C)(C)C)=O)C#N